N1=CC=C(C=C1)C1CNCC1 3-pyridin-4-ylpyrrolidin